(2,2-difluorovinyl)benzene FC(=CC1=CC=CC=C1)F